O[C@@H]1C=C2C(C[C@H]3[C@@H]4CC[C@H]([C@@H](CCCC(C)C)C)[C@]4(CC[C@@H]3[C@]2(CC1)C)C)=O 3β-hydroxycholesta-4-ene-6-one